C1(=CC=CC=C1)C=1N=C2N(N=CC=C2C(=O)NC=2C=NC=CC2N2CCCCC2)C1 2-phenyl-N-(4-(piperidin-1-yl)pyridin-3-yl)imidazo[1,2-b]pyridazine-8-carboxamide